6-{[(1R)-1-(4-chlorophenyl)-7-fluoro-1-{[2-(hydroxymethyl)cyclopentyl]oxy}-5-(2-hydroxypropan-2-yl)-3-oxo-2,3-dihydro-1H-isoindol-2-yl]methyl}pyridine-3-carbonitrile ClC1=CC=C(C=C1)[C@@]1(N(C(C2=CC(=CC(=C12)F)C(C)(C)O)=O)CC1=CC=C(C=N1)C#N)OC1C(CCC1)CO